Cl.Cl.CN1N=C(C(=C1)N)C1=NC=CC=C1 1-methyl-3-(pyridin-2-yl)-1H-pyrazol-4-amine dihydrochloride